tert-butyl (7-(5-(3-chloro-6-cyano-5-cyclopropoxy-2-fluorophenyl)-1-methyl-1H-pyrazol-4-yl)-1-(Chloromethyl)-4-oxo-3,4-dihydropyrido[3,4-d]pyridazin-5-yl)(2,2-difluoroethyl)carbamate ClC=1C(=C(C(=C(C1)OC1CC1)C#N)C1=C(C=NN1C)C1=CC2=C(C(NN=C2CCl)=O)C(=N1)N(C(OC(C)(C)C)=O)CC(F)F)F